2,3-dioxo-N-[(1s,4s)-4-{[2,6-bis(trifluoromethyl)pyridin-4-yl]amino}cyclohexyl]-2,3-dihydro-1H-indole-7-carboxamide O=C1NC2=C(C=CC=C2C1=O)C(=O)NC1CCC(CC1)NC1=CC(=NC(=C1)C(F)(F)F)C(F)(F)F